CC1=C(C(=CC(=C1CC)OC)CC)O 2-Methyl-3,6-diethyl-4-methoxy-phenol